C(C1=CC=CC=C1)OC(=O)N1[C@@H](C[C@H](C1)O[Si](C)(C)C(C)(C)C)C(=O)Cl (2S,4R)-1-(benzyloxycarbonyl)-4-(tert-butyldimethylsilyloxy)pyrrolidine-2-carbonyl chloride